C(C([2H])([2H])[2H])(=O)NCCC1=NC(=NO1)C=1C=C(C=NC1)[C@](C1(CN(C1)C(=O)OCCCC)C)(C1=CC=C(C=C1)C(C)C)O Butyl (R)-3-((5-(5-(2-(acetamido-2,2,2-d3)ethyl)-1,2,4-oxadiazol-3-yl)pyridin-3-yl)(hydroxy)(4-isopropylphenyl)methyl)-3-methylazetidine-1-carboxylate